O=C(OCCOCCN(C)C)N(CC1=CC=C(C=C1)OC)CC1=CC=C(C=C1)OC 7-oxo-9-(4-methoxyphenyl)-8-(4-methoxybenzyl)-3,6-dioxa-8-aza-nonyl-N,N-dimethylamine